C1(=CC=CC2=CC=C3C=C4C=CC=CC4=CC3=C12)C1=C(C=C)C=CC=C1 2-tetraphenylstyrene